N[C@@H](CC1=CC=CC=C1)C(=O)N[C@@H](CS)C(=O)N[C@@H](CC1=CC=C(C=C1)O)C(=O)N[C@H](CC1=CNC2=CC=CC=C12)C(=O)N[C@@H](CCCCN)C(=O)N[C@@H]([C@H](O)C)C(=O)N[C@@H](CS)C(=O)N[C@@H]([C@H](O)C)C(=O)O Phenylalanyl-(L)-Cysteinyl-(L)-Tyrosyl-(D)-Tryptophanyl-(L)-Lysyl-(L)-Threoninyl-(L)-Cysteinyl-(L)-Threonine